C1(=CC=CC=C1)OC=1C(=NC=CC1)CN phenyl-oxypyridinemethylamine